BrC1=CC(=C(C=C1Cl)[C@H](N[S@@](=O)C(C)(C)C)C1CCNCC1)OCC=C (S)-N-[(R)-[4-bromo-5-chloro-2-(prop-2-en-1-yloxy)phenyl](piperidin-4-yl)methyl]-2-methylpropane-2-sulfinamide